4-[[4-[[(1S)-2-hydroxy-1-phenyl-ethyl]amino]-5-(1-methyltetrazol-5-yl)pyrimidin-2-yl]amino]-2-methyl-benzamide OC[C@H](C1=CC=CC=C1)NC1=NC(=NC=C1C1=NN=NN1C)NC1=CC(=C(C(=O)N)C=C1)C